1-((2R,5S)-4-(6-chloro-2-(3-(dimethylamino)cyclobutoxy)-8-fluoro-7-(5-methyl-1H-indazol-4-yl)quinazolin-4-yl)-2,5-dimethylpiperazin-1-yl)prop-2-en-1-one ClC=1C=C2C(=NC(=NC2=C(C1C1=C2C=NNC2=CC=C1C)F)OC1CC(C1)N(C)C)N1C[C@H](N(C[C@@H]1C)C(C=C)=O)C